ClC=1C=C(C=NC1C)C=1N=C2N(C(C1C)=O)C=C(C=C2[C@H](C)NC2=C(C(=O)O)C=CC=C2)C (S)-2-((1-(2-(5-chloro-6-methylpyridin-3-yl)-3,7-dimethyl-4-oxo-4H-pyrido[1,2-a]pyrimidin-9-yl)ethyl)amino)benzoic acid